bis(1-naphthyl)-N,N'-diphenyl-[1,1'-biphenyl]-4,4'-diamine C1(=CC=CC2=CC=CC=C12)C=1C(=C(C=CC1NC1=CC=CC=C1)C1=CC=C(C=C1)NC1=CC=CC=C1)C1=CC=CC2=CC=CC=C12